C(=C)C=1C=C2SC=3C=CC=CC3C(C2=CC1)=O 6-vinyl-thioxanthone